2-(4-((1R,5S)-3,8-diazabicyclo[3.2.1]octan-3-yl)-8-fluoro-7-(3-hydroxynaphthalen-1-yl)quinazolin-2-yl)-2,5-diazaspiro[3.4]octan-6-one [C@H]12CN(C[C@H](CC1)N2)C2=NC(=NC1=C(C(=CC=C21)C2=CC(=CC1=CC=CC=C21)O)F)N2CC1(C2)NC(CC1)=O